ClC1=C(C=O)C(=CC=C1)C 2-CHLORO-6-METHYLBENZALDEHYDE